ethyl (2R,4R)-1-(2-ethoxy-2-oxoethyl)-2-isobutylpiperidine-4-carboxylate C(C)OC(CN1[C@@H](C[C@@H](CC1)C(=O)OCC)CC(C)C)=O